3-(4-chlorophenyl)-2-fluoro-3-hydroxypropanenitrile ClC1=CC=C(C=C1)C(C(C#N)F)O